N1-(2-(dimethylamino)ethyl)-5-methoxy-N4-(4-(5-methoxy-1H-pyrrolo[3,2-b]pyridin-1-yl)pyrimidin-2-yl)-N1-methylbenzene-1,2,4-triamine CN(CCN(C=1C(=CC(=C(C1)OC)NC1=NC=CC(=N1)N1C=CC2=NC(=CC=C21)OC)N)C)C